COC1=C(C=CC(=C1)OC)CNC=1N=CC2=C(N1)N(C(C(=C2)N2CCN(C1=C(C=CC=C21)C)C(C=C)=O)=O)C=2C=NC(=CC2)OCCN(C)C 2-[(2,4-dimethoxyphenyl)methylamino]-8-[6-[2-(dimethylamino)ethoxy]-3-pyridinyl]-6-(5-methyl-4-prop-2-enoyl-2,3-dihydroquinoxalin-1-yl)pyrido[2,3-d]pyrimidin-7-one